4'-[(1-{[4-Cyclopropyl-3-(trifluoromethyl)phenyl]carbamoyl}-D-prolyl)amino][1,1'-biphenyl]-4-carboxylic acid C1(CC1)C1=C(C=C(C=C1)NC(=O)N1[C@H](CCC1)C(=O)NC1=CC=C(C=C1)C1=CC=C(C=C1)C(=O)O)C(F)(F)F